C(C1=CC=CC=C1)OC(=O)N1C2C(CC(C1)C2)O 6-hydroxy-2-aza-bicyclo[2.2.1]Heptane-2-carboxylic acid (1s,4r,6s)-benzyl ester